[4-[(8-chloro-1,7-naphthyridin-2-yl)amino]-1-bicyclo[2.2.2]octyl]ethanone ClC=1N=CC=C2C=CC(=NC12)NC12CCC(CC1)(CC2)C(C)=O